1-methoxypyrido[3,4-d]pyridazin-7(6H)-one COC=1C=2C(C=NN1)=CNC(C2)=O